ClC1=CC(=C(C(=C1)C)N1C=C(C=C1)C(CN1CCC(CC1)O)=O)C 1-(1-(4-Chloro-2,6-dimethylphenyl)-1H-pyrrol-3-yl)-2-(4-hydroxy-piperidin-1-yl)ethanone